C(#N)[C@H]1N(CCC1)C(CNC(CNC(=O)C=1C=NC=2N(C1)N=C(C2)C)(C)C)=O (S)-N-(2-((2-(2-cyanopyrrolidin-1-yl)-2-oxoethyl)amino)-2-methylpropyl)-2-methylpyrazolo[1,5-a]pyrimidine-6-carboxamide